O.O=C[C@H](O)[C@@H](O)[C@H](O)[C@H](O)CO Dextrose, Monohydrate